methylene-bis(dibutyl dithiocarbamate) C(N(C([SH-]CCCC)=S)CCCC)N(C([SH-]CCCC)=S)CCCC